n-Pentylisobutyrat C(CCCC)OC(C(C)C)=O